6-chloro-4-(2-chlorophenylamino)nicotinamide ClC1=NC=C(C(=O)N)C(=C1)NC1=C(C=CC=C1)Cl